5-[3-[(3S,5S)-5-(difluoromethyl)pyrrolidin-3-yl]oxy-5-methyl-isoxazol-4-yl]-N-(2,6-dimethylpyrimidin-4-yl)pyrazolo[1,5-a]pyridin-2-amine FC([C@@H]1C[C@@H](CN1)OC1=NOC(=C1C1=CC=2N(C=C1)N=C(C2)NC2=NC(=NC(=C2)C)C)C)F